tert-butyl [2-(2-{2-[(4-methylbenzene-1-sulfonyl) oxy]ethoxy}ethoxy)ethoxy]acetate CC1=CC=C(C=C1)S(=O)(=O)OCCOCCOCCOCC(=O)OC(C)(C)C